[2H]C(C(F)F)(O)[2H] 1,1-dideuterio-2,2-difluoro-ethanol